FC=1C(=NC(=NC1)NC1CCOCC1)O 5-fluoro-2-((tetrahydro-2H-pyran-4-yl)amino)pyrimidin-4-ol